1-(1-(6-(1H-benzo[d]imidazol-2-yl)pyridinyl)piperidin-4-yl)-3-(1H-benzo[d]Imidazol-2-yl)cyclohexane-1-carboxamide N1C(=NC2=C1C=CC=C2)C2=CC=CC(=N2)N2CCC(CC2)C2(CC(CCC2)C2=NC1=C(N2)C=CC=C1)C(=O)N